6-(5-fluoro-2-pyridyl)-8-methoxy-N-[(5-methylisoxazol-3-yl)methyl]quinazolin-4-amine FC=1C=CC(=NC1)C=1C=C2C(=NC=NC2=C(C1)OC)NCC1=NOC(=C1)C